1-oxo-1,2,3,4-tetrahydropyrrolo[1,2-a]pyrazine-7-carboxylic acid ethyl ester C(C)OC(=O)C=1C=C2N(CCNC2=O)C1